ethylene glycol tertiary butyl ether acetate C(C)(=O)OCCOC(C)(C)C